C(CCCCCCCCCCCCCCC)OCC1CO1 glycidyl hexadecyl ether